C(N)(=O)C=1C=C(C2=C(N(C=N2)C[C@@H]2CC[C@H](CC2)C(=O)O)C1)F trans-4-[(6-carbamoyl-4-fluoro-benzimidazol-1-yl)methyl]cyclohexanecarboxylic acid